tert-butyl (1-cyclopropyl-2-(2,2,2-trifluoroethyl)-1H-benzo[d]imidazol-4-yl)carbamate C1(CC1)N1C(=NC2=C1C=CC=C2NC(OC(C)(C)C)=O)CC(F)(F)F